FC(C(=O)N[C@@H]1[C@H](N(C(C1)=O)C=1C=C2C=NN(C2=CC1)C1=NC=C(C=C1)F)C1=CC=CC=C1)(C)F |r| 2,2-difluoro-N-[rac-(2R,3S)-1-[1-(5-fluoro-2-pyridyl)indazol-5-yl]-5-oxo-2-phenyl-pyrrolidin-3-yl]propanamide